1-(4-fluorophenyl)-6-methyl-3-cyano-2-oxo-1,2-dihydropyridine FC1=CC=C(C=C1)N1C(C(=CC=C1C)C#N)=O